ClC1=CC=C(C(=N1)C1=NC(=NN1CC)C1=CC=CC=C1)S(=O)(=O)NC 6-chloro-2-(1-ethyl-3-phenyl-1H-1,2,4-triazol-5-yl)-N-methylpyridine-3-sulfonamide